N-[(1S,2S)-1,3-dihydroxy-1-phenylpropan-2-yl]-4-methyl-3-{[(5-phenylpyridin-3-yl)amino]methyl}benzamide O[C@H]([C@H](CO)NC(C1=CC(=C(C=C1)C)CNC=1C=NC=C(C1)C1=CC=CC=C1)=O)C1=CC=CC=C1